(3-amino-5-cyclopropylphenyl)(phenyl)methanone NC=1C=C(C=C(C1)C1CC1)C(=O)C1=CC=CC=C1